C1(=CC=CC=C1)CCC(=O)N 3-phenyl-propionamide